NC1=NC=CC(=C1C1=CC=C(C=C1)Cl)C=1C=NN(C1)[C@H](C(=O)O)C1=CC=C(C=C1)C(F)(F)F (S)-{4-[2-Amino-3-(p-chlorophenyl)-4-pyridyl]-1H-pyrazol-1-yl}[p-(trifluoromethyl)phenyl]acetic acid